BrC1=CC=2C3=C(N(C2C=C1)CC1=CC=C(C=C1)OC)C(=NC(=N3)Cl)N3CCCCC3 1-(8-bromo-2-chloro-5-((4-methoxyphenyl)methyl)-5H-pyrimido[5,4-b]indol-4-yl)piperidin